tris(dimethylaminopropyl)hexahydrotriazine, 2-hydroxypropyl-trimethyl-ammonium salt OC(C[N+](C)(C)C)C.CN(C)CCCN1N(N(CCC1)CCCN(C)C)CCCN(C)C